N1(CCC1)C=1C=C(C=NC1)C=1N=NN(C1)C(C)N1C(C=C(C=C1)N1C[C@@H](CCC1)N(C(OC(C)(C)C)=O)CC1CCC1)=O tert-butyl ((3R)-1-(1-(1-(4-(5-(azetidin-1-yl)pyridin-3-yl)-1H-1,2,3-triazol-1-yl)ethyl)-2-oxo-1,2-dihydropyridin-4-yl)piperidin-3-yl)(cyclobutyl methyl)carbamate